Cl.BrC1=CC=C(C#N)C=C1 4-bromobenzonitrile hydrochloride